C(C1=CC=CC=C1)(=O)C1=CC=C(OCC(C)=O)C=C1 1-(4-benzoylphenoxy)propan-2-one